C1(CC1)OC1=NC=CC(=C1)C1(CC(C1)OC1=CC=C(C=N1)C1=CC(=NO1)[O-])F.[NH4+] ammonium 5-[6-({cis-3-[2-(cyclopropyloxy)pyridin-4-yl]-3-fluoro-cyclobutyl}oxy)pyridin-3-yl]isoxazol-3-olate